O1C(=NN=C1)C1=NNC=C1NC=1N=CC2=C(N1)N(C(C21CC1)=O)[C@H]1C[C@@H](CCC1)O 2'-((3-(1,3,4-oxadiazol-2-yl)-1H-pyrazol-4-yl)amino)-7'-((1R,3R)-3-hydroxycyclohexyl)spiro[cyclopropane-1,5'-pyrrolo[2,3-d]pyrimidin]-6'(7'H)-one